(S)-(7-(Cyclohexyloxy)-5-methyl-4-oxo-2,3,4,5-tetrahydrobenzo[b][1,4]oxazepin-3-yl)carbamic acid tert-butyl ester C(C)(C)(C)OC(N[C@@H]1C(N(C2=C(OC1)C=CC(=C2)OC2CCCCC2)C)=O)=O